C(C)C=1C2=C(SC1)OCCO2 4-ethyl-ethylenedioxythiophene